BrC=1SC2=C(C(N(CC2)C(=O)OC(C)(C)C)C)N1 tert-butyl 2-bromo-4-methyl-6,7-dihydrothiazolo[4,5-c]pyridine-5(4H)-carboxylate